[[4-Amino-5-[6-(difluoromethoxy)pyridin-3-carbonyl]thiazol-2-yl]-[6-(difluoromethoxy)-3-pyridyl]amino]propanamid NC=1N=C(SC1C(=O)C=1C=NC(=CC1)OC(F)F)N(C=1C=NC(=CC1)OC(F)F)C(C(=O)N)C